OCC1=CC(=CN1C1=NC=CC=C1)C(=O)O 5-(hydroxymethyl)-1-(pyridin-2-yl)-1H-pyrrole-3-carboxylic acid